2-(((S)-1-(1H-tetrazol-1-yl)propan-2-yl)oxy)-4-(2-((1-((1r,4r)-4-morpholinocyclohexyl)-3-(3-(2,2,2-trifluoroethoxy)propoxy)-1H-pyrazol-4-yl)amino)pyrimidin-5-yl)benzonitrile N1(N=NN=C1)C[C@H](C)OC1=C(C#N)C=CC(=C1)C=1C=NC(=NC1)NC=1C(=NN(C1)C1CCC(CC1)N1CCOCC1)OCCCOCC(F)(F)F